COC1=CC=C(C(=O)OC2=CC(C(C(C2)(C)C)C(=O)OCC)=O)C=C1 4-(ethoxycarbonyl)-5,5-dimethyl-3-oxocyclohex-1-en-1-yl 4-methoxybenzoate